4-chloro-2-[(5-chloro-2-pyrimidinyl) amino]-phenyl acetate C(C)(=O)OC1=C(C=C(C=C1)Cl)NC1=NC=C(C=N1)Cl